4,4'-diazodiphenylsulfide [N+]1(=[N-])C2=CC=C(C=C2)SC2=CC=C1C=C2